cyclopropyl cis-3-((methylsulfonyl)amino)-2-(((1-(pyrimidin-2-yl) piperidin-4-yl)oxy) methyl)piperidine-1-carboxylate CS(=O)(=O)N[C@@H]1[C@@H](N(CCC1)C(=O)OC1CC1)COC1CCN(CC1)C1=NC=CC=N1